CC(=O)N[C@H](CC1=CNC2=CC=CC=C21)C(=O)[O-] The molecule is the conjugate base of N-acetyl-D-tryptophan; major species at pH 7.3. It derives from a D-tryptophanate. It is a conjugate base of a N-acetyl-D-tryptophan. It is an enantiomer of a N-acetyl-L-tryptophanate.